C1=C(C=CC2=CC=CC=C12)C=1C=NC=CC1C=CC(=O)O 3-(3-(naphthalene-2-yl)pyridin-4-yl)acrylic acid